C(CCCCCCCCC)C(CCCCN1N=C2C(=N1)N=CC=C2)CCCCCCCCCC 2-(5-Decylpentadecyl)-pyridotriazole